4-(3-cyclohexenyl-5-methyl-7-oxo-2-phenyl-4,7-dihydropyrazolo[1,5-a]pyrimidin-6-yl)phenyl 2-(tert-butoxycarbonylamino)-3-methylbutanoate C(C)(C)(C)OC(=O)NC(C(=O)OC1=CC=C(C=C1)C1=C(NC=2N(C1=O)N=C(C2C2=CCCCC2)C2=CC=CC=C2)C)C(C)C